FC=1C=C2C=3C(=CN(C2=CC1N1CCNCC1)C1CC1)C1=CC=CC=C1N3 2-fluoro-3-piperazin-1-yl-5-cyclopropyl-5H-indolo[3,2-c]quinoline